C(CCCCCCCCCCC)CCC(=S)[O-] β-lauryl-thiopropionate